5-chloro-3-(morpholinomethyl)-2-phenyl-N-(tetrahydro-2H-pyran-4-yl)-1H-indol-7-amine ClC=1C=C2C(=C(NC2=C(C1)NC1CCOCC1)C1=CC=CC=C1)CN1CCOCC1